COC(C1=C(C(=CC=C1C)O)C=O)=O.O[C@H](C)C1=C2C(=NC=C1)N(N=C2CNC(C=C)=O)C2=CC=C(C=C2)OC(F)(F)F N-[[4-[(1R)-1-hydroxyethyl]-1-[4-(trifluoromethoxy)phenyl]pyrazolo[3,4-b]pyridin-3-yl]methyl]prop-2-enamide methyl-2-formyl-3-hydroxy-6-methylbenzoate